dodecane-1,12-diyl bis(2-methylacrylate) CC(C(=O)OCCCCCCCCCCCCOC(C(=C)C)=O)=C